FC=1C=C(C#N)C=CC1COC1=CC=C2CCNC(C2=C1)=O 3-fluoro-4-(((1-oxo-1,2,3,4-tetrahydroisoquinolin-7-yl)oxy)methyl)benzonitrile